1-[2-[4-[1-(azetidin-3-yl)pyrazol-4-yl]-7-[4-fluoro-2-(2-methoxyethoxy)phenyl]thieno[3,2-c]pyridin-6-yl]-6,7-dihydro-4H-thiazolo[5,4-c]pyridin-5-yl]prop-2-en-1-one N1CC(C1)N1N=CC(=C1)C1=NC(=C(C2=C1C=CS2)C2=C(C=C(C=C2)F)OCCOC)C=2SC=1CN(CCC1N2)C(C=C)=O